C1(=CC=CC2=CC=CC=C12)CNC=1C=NC=CC1C(=O)O 3-[(naphthalene-1-ylmethyl)amino]pyridine-4-carboxylic acid